NC([C@H]1C(=O)N1)CCC (S)-3-amino-2-caprolactam